6-(bicyclononyloxy)carbonyl-lysine C1(CCCCCCCC1)(C1CCCCCCCC1)OC(=O)C(CCC[C@H](N)C(=O)O)N